ClC=1C(=C(NC2=NC=NC3=CC=C(C=C23)C2(CN(CC2)C(=O)OC(C)(C)C)F)C=CC1Cl)F tert-Butyl 3-[4-(3,4-dichloro-2-fluoro-anilino)quinazolin-6-yl]-3-fluoro-pyrrolidine-1-carboxylate